tert-butyl 4-(6-{8-cyano-2-methylimidazo[1,2-a]pyridin-6-yl}-8-fluoro-1-oxoisoquinolin-2-yl)piperidine-1-carboxylate C(#N)C=1C=2N(C=C(C1)C=1C=C3C=CN(C(C3=C(C1)F)=O)C1CCN(CC1)C(=O)OC(C)(C)C)C=C(N2)C